ortho-Chloroanilin ClC1=C(N)C=CC=C1